C1CC12N(CCOC2)C[C@@]2(N(CCNC2)C(=O)OC(C)(C)C)C tert-butyl (2R,5S)-((7-oxa-4-azaspiro[2.5]octan-4-yl)methyl)-2-methylpiperazine-1-carboxylate